1-(Tert-Butoxycarbonyl)-7'-Formyl-2'H-Spiro[Azepane-4,3'-Benzofuran]-6'-Carboxylic Acid C(C)(C)(C)OC(=O)N1CCC2(COC3=C2C=CC(=C3C=O)C(=O)O)CCC1